1-(4-fluorophenyl)piperazine 2HCl Cl.Cl.FC1=CC=C(C=C1)N1CCNCC1